C(CCCCCC(C)C)C1C(CCCC1)(CCCCCCC(C)C)CCCCCCC(C)C Triisononyl-Cyclohexane